2-amino-3-methyl-N-((2-oxo-2,5,6,7-tetrahydro-1H-cyclopenta[b]pyridin-3-yl)methyl)-N-((5-(trifluoromethyl)-2-pyridinyl)methyl)-6-quinolinecarboxamide NC1=NC2=CC=C(C=C2C=C1C)C(=O)N(CC1=NC=C(C=C1)C(F)(F)F)CC1=CC2=C(NC1=O)CCC2